O=C1N(C(C2=CC=CC=C12)=O)C[C@@H]1[C@@H](N(C[C@@H](C1(F)F)C)C(=O)OCC1=CC=CC=C1)C benzyl (2S,3R,5S)-3-[(1,3-dioxoisoindolin-2-yl)methyl]-4,4-difluoro-2,5-dimethyl-piperidine-1-carboxylate